FC1=C(OC(O1)=C(F)F)C(F)(F)F perfluoro-2-methylene-4-methyl-1,3-dioxole